COC1=C(C=CC=C1)N1CCN(CC1)C(=O)C1=NOC(=N1)C1=C(C(=C(C(=C1)F)F)O)F (4-(2-Methoxyphenyl)piperazin-1-yl)(5-(2,4,5-trifluoro-3-hydroxyphenyl)-1,2,4-oxadiazol-3-yl)methanone